11-anilino-7,8,9,10-tetrahydrobenzimidazo[1,2-b]isoquinoline-6-carbonitrile N(C1=CC=CC=C1)C=1N2C(C(=C3CCCCC13)C#N)=NC1=C2C=CC=C1